ClC1=C(C=C(C=C1)Cl)S(=O)(=O)NC=1C=CC(=C(C1)C=1C=C2C=NC(=NC2=CC1)CC(C(=O)N)(C)C)C (6-(5-((2,5-dichlorophenyl)sulfonamido)-2-methylphenyl)quinazolin-2-yl)pivaloamide